tert-Butyl (5-(benzyloxy)-2-chloro-4-((7-fluoro-1-(tetrahydro-2H-pyran-2-yl)-1H-indazol-4-yl)(hydroxy)methyl)pyridin-3-yl)carbamate C(C1=CC=CC=C1)OC=1C(=C(C(=NC1)Cl)NC(OC(C)(C)C)=O)C(O)C1=C2C=NN(C2=C(C=C1)F)C1OCCCC1